Cl.C(C)(C)(C)OC([C@@H](NC(=O)OCC1C2=CC=CC=C2C2=CC=CC=C12)CCCCN)=O Fmoc-lysine tert-butyl ester hydrochloride